(E)-5,6-dihydroxy-2-(4-hydroxy-3-(trifluoromethyl)benzylidene)-2,3-dihydro-1H-inden-1-one OC=1C=C2C\C(\C(C2=CC1O)=O)=C/C1=CC(=C(C=C1)O)C(F)(F)F